4-[3-[2,6-Dichloro-4-(4-cyclopropylpiperazin-1-yl)benzoyl]-2,4-dihydro-1,3-benzoxazin-8-yl]-5-fluoro-2-(3-oxa-8-azabicyclo[3.2.1]oct-8-yl)benzoic acid ClC1=C(C(=O)N2COC3=C(C2)C=CC=C3C3=CC(=C(C(=O)O)C=C3F)N3C2COCC3CC2)C(=CC(=C1)N1CCN(CC1)C1CC1)Cl